1H-1,2,4-triazol-5-yl thiocyanate N1N=CN=C1SC#N